1-(tert-butyl)-3-(cyclopent-3-en-1-yl)-1H-pyrazol-5-amine C(C)(C)(C)N1N=C(C=C1N)C1CC=CC1